methyl 2-{5-chloro-2-[4-(2-morpholin-4-ylethoxy) phenylamino]-pyrimidin-4-ylamino}-thiophene-3-carboxylate ClC=1C(=NC(=NC1)NC1=CC=C(C=C1)OCCN1CCOCC1)NC=1SC=CC1C(=O)OC